6-(benzyloxy)-13-fluoro-6,18-bis(trifluoromethyl)-16,23-dioxa-3,4,21-triazatetracyclo[15.3.1.12,5.111,15]tricosa-1(21),2,4,11(22),12,14,17,19-octaen-20-amine C(C1=CC=CC=C1)OC1(C2=NN=C(C=3C(=CC(=C(OC4=CC(=CC(CCCC1)=C4)F)N3)C(F)(F)F)N)O2)C(F)(F)F